ClCC(=O)C1=CC=C(C=C1)OC chloro-4'-methoxyacetophenone